C(#C)C1=CC(=C(C=N1)C1=C(C2=C(N=CN=C2N)N1C)C1=CC(=C(C=C1)OC1=NC=CC=N1)F)C 6-(6-ethynyl-4-methylpyridin-3-yl)-5-(3-fluoro-4-(pyrimidin-2-yloxy)phenyl)-7-methyl-7H-pyrrolo[2,3-d]pyrimidin-4-amine